3,4-Dimethylfuran CC1=COC=C1C